2-((1,4-dioxaspiro[4.4]nonan-7-yl)methyl)isoindoline-1,3-dione O1CCOC12CC(CC2)CN2C(C1=CC=CC=C1C2=O)=O